6-chloro-5-methylpyridin-2-amine ClC1=C(C=CC(=N1)N)C